C1(CC1)S(=O)(=O)NC1=CC=CC(=N1)C(C(=O)NC1=NC=C(C=C1)C1=NC(=CN=C1)OCC)CC 2-(6-(cyclopropanesulfonylamino)pyridin-2-yl)-N-(5-(6-ethoxypyrazin-2-yl)pyridin-2-yl)butanamide